C(C1=CC=CC=C1)(=O)N1NC(C=C1C)=O 2-benzoyl-3-methyl-1H-pyrazol-5-one